C(C)(=O)C1=NN(C2=CC=C(C=C12)C(=O)OC)CC(=O)OC(C)(C)C methyl 3-acetyl-1-(2-(tert-butoxy)-2-oxoethyl)-1H-indazole-5-carboxylate